CC1CN(C(C1CCC(=O)OC)C)C=O 3,5-dimethyl-4-methoxycarbonylethyl-pyrrolidinecarboxaldehyde